1-(3-(3-bromo-1H-pyrazol-1-yl)phenyl)piperidine BrC1=NN(C=C1)C=1C=C(C=CC1)N1CCCCC1